1,1'-azobis(cyclohexanecarbonitrile) methyl-4-fluoro-5-((2-methylallyl)(tetrahydrofuran-3-yl)amino)-2-nitrobenzoate COC(C1=C(C=C(C(=C1)N(C1COCC1)CC(=C)C)F)[N+](=O)[O-])=O.N(=NC1(CCCCC1)C#N)C1(CCCCC1)C#N